4-(2-(((tert-butoxycarbonyl)amino)ethyl)phenoxy)-4-oxobutanoic acid C(C)(C)(C)OC(=O)NCCC1=C(OC(CCC(=O)O)=O)C=CC=C1